1-[(2-hydroxydodecyl)[6-(triphenylmethoxy)hexyl]amino]dodecan-2-ol OC(CN(CC(CCCCCCCCCC)O)CCCCCCOC(C1=CC=CC=C1)(C1=CC=CC=C1)C1=CC=CC=C1)CCCCCCCCCC